ClC1=C(C=2N=C(N=C(C2C=N1)N1[C@H](CN(CC1)C(=O)OC(C)(C)C)C)OC[C@H]1N(CCC1)C)F tert-butyl (s)-4-(7-chloro-8-fluoro-2-(((S)-1-methylpyrrolidin-2-yl)methoxy)pyrido[4,3-d]pyrimidin-4-yl)-3-methylpiperazine-1-carboxylate